(S)-(2-hydroxyethyl)((5-nitroindol-2-yl)methyl)carbamic acid tert-butyl ester C(C)(C)(C)OC(N(CC=1NC2=CC=C(C=C2C1)[N+](=O)[O-])CCO)=O